FC(C=1OC(=NN1)C=1C=NC(=CC1)COC1=NN(C=C1)C(C)C)F 2-(difluoromethyl)-5-[6-[(1-isopropylpyrazol-3-yl)oxymethyl]-3-pyridyl]-1,3,4-oxadiazole